tert-butyl 4-[2-(5-chloropyridin-2-yl)-2-methyl-1,3-benzodioxol-4-yl]-3,6-dihydropyridine-1(2H)-carboxylate ClC=1C=CC(=NC1)C1(OC2=C(O1)C=CC=C2C=2CCN(CC2)C(=O)OC(C)(C)C)C